6-cyclopropyl-4-[4-fluoro-2-(4-methylpyridazin-3-yl)phenyl]pyridin-2-amine C1(CC1)C1=CC(=CC(=N1)N)C1=C(C=C(C=C1)F)C=1N=NC=CC1C